(S)-2-((5-cyclopropylpyrimidin-2-yl)amino)-4-((2-(2,2-difluoroethoxy)ethyl)(4-(5,6,7,8-tetrahydro-1,8-naphthyridin-2-yl)butyl)amino)butanoic acid C1(CC1)C=1C=NC(=NC1)N[C@H](C(=O)O)CCN(CCCCC1=NC=2NCCCC2C=C1)CCOCC(F)F